FC1(CCC(CC1)NC1=CC(=NC(=N1)N1N=C(C=C1C)C)CCO)F 2-(6-((4,4-difluorocyclohexyl)amino)-2-(3,5-dimethyl-1H-pyrazol-1-yl)pyrimidin-4-yl)ethan-1-ol